2-[3-(4-Chloro-3-fluorophenyl)-1-ethyl-1H-1,2,4-triazol-5-yl]-N-[(3-fluorophenyl)methyl]propanamid ClC1=C(C=C(C=C1)C1=NN(C(=N1)C(C(=O)NCC1=CC(=CC=C1)F)C)CC)F